tert-butyl N-[3-[7-bromo-2-[[tert-butyl(dimethyl)silyl] oxymethyl] benzimidazol-1-yl]-4-hydroxy-butyl]-N-methyl-carbamate BrC1=CC=CC2=C1N(C(=N2)CO[Si](C)(C)C(C)(C)C)C(CCN(C(OC(C)(C)C)=O)C)CO